O[C@H]1[C@H](CCCC1)CN(CCCCCCCC(=O)N(CCCCCCCCCC)CCCCCCCCCC)CCCCCCCC(=O)N(CCCCCCCCCC)CCCCCCCCCC 8,8'-((((1R,2R)-2-hydroxycyclohex-yl)methyl)azanedi-yl)bis(N,N-didecyl-octanamide)